FC1=C(C(=O)O)C(=CC=C1C(F)(F)F)OC1=C(C=C(C=C1)OC(F)(F)F)OC 2-fluoro-6-(2-methoxy-4-(trifluoromethoxy)phenoxy)-3-(trifluoromethyl)benzoic acid